1-AMINO-2-METHYLENE-CYCLOPROPANECARBOXYLIC ACID NC1(C(C1)=C)C(=O)O